1,1-di(1-butylperoxy)-cyclohexane C(CCC)OOC1(CCCCC1)OOCCCC